(E)-4-(4-(cyclopentyloxy)phenyl)-N'-(3,5-dimethoxybenzylidene)picolinohydrazide C1(CCCC1)OC1=CC=C(C=C1)C1=CC(=NC=C1)C(=O)N/N=C/C1=CC(=CC(=C1)OC)OC